ClC=1C=C(C=CC1)N1C(=NC2=CC=CC=C2C1=O)C 3-(3-chlorophenyl)-2-methylquinazolin-4(3H)-one